rac-N-((4R,5S)-4-(3-nitrophenyl)-6-oxo-1-phenyl-4,5,6,7-tetrahydro-1H-pyrazolo[3,4-b]pyridin-5-yl)-3-(trifluoromethyl)benzamide [N+](=O)([O-])C=1C=C(C=CC1)[C@@H]1C2=C(NC([C@H]1NC(C1=CC(=CC=C1)C(F)(F)F)=O)=O)N(N=C2)C2=CC=CC=C2 |r|